COC1=NC2=CC(=CC=C2C=C1C1=CN=C(N1)[C@H](CCCCCC(CC)=O)NC(=O)[C@H]1CC12CCN(CC2)C)C=2OC=CN2 (1S)-N-[(1S)-1-{5-[2-Methoxy-7-(1,3-oxazol-2-yl)chinolin-3-yl]-1H-imidazol-2-yl}-7-oxononyl]-6-methyl-6-azaspiro[2.5]octan-1-carboxamid